NC=1C=CC(=NC1C)C1=C(C=NS1)NC(O[C@H](C)C1=C(C=CC=C1)Cl)=O (R)-1-(2-chlorophenyl)ethyl (5-(5-amino-6-methylpyridin-2-yl)isothiazol-4-yl)carbamate